C1(CCCC1)N(S(=O)(=O)C1=CC2=CC=CC=C2C=C1)CC=1C=C2CCCN(C2=CC1)CC N-cyclopentyl-N-((1-ethyl-1,2,3,4-tetrahydroquinolin-6-yl)methyl)naphthalene-2-sulfonamide